FC1(CCC=2C1=NC(=CC2CNC2CC(C2)C)C(=O)O)F 7,7-difluoro-4-((((1s,3s)-3-methylcyclobutyl)amino)methyl)-6,7-dihydro-5H-cyclopenta[b]pyridine-2-carboxylic acid